N1=C(C=CC=C1)C1=C(C(=C2C=CC=CC2=C1)C1=CC=CC2=CC=CC=C12)O pyridyl-binaphthol